5'-bromo-4'-chloro-1'-(4-methoxybenzyl)-1',2'-dihydro-6-oxaspiro[bicyclo[3.1.0]hexane-3,3'-pyrrolo[2,3-b]pyridine] BrC=1C(=C2C(=NC1)N(CC21CC2OC2C1)CC1=CC=C(C=C1)OC)Cl